BrC=1C=C(C=C(C1O)C(F)(F)F)C(=O)C1=C(N=C2N1C=C(C=N2)C(F)(F)F)CC (3-bromo-4-hydroxy-5-(trifluoromethyl)phenyl)(2-ethyl-6-(trifluoromethyl)imidazo[1,2-a]pyrimidin-3-yl)methanone